FC1=CC(=C(C(=C1)C(C)C)NC(=O)N=S(=O)(N)C1=CC2=C(OCO2)C=C1)C(C)C N'-((4-fluoro-2,6-diisopropyl-phenyl)carbamoyl)benzo[d]-[1,3]dioxole-5-sulfonimidamide